C[C@@H](CCCCCCCCCC)CCCCCCCCCCCC (S)-11-Methyltricosane